C(C)(C)N1N=NC2=C1C=C(C=C2)C=2C=CC(=C(C2)NC(=O)N2OCC[C@H]2C2=CC=CC=C2)OC (S)-N-(5-(1-isopropyl-1H-benzo[d][1,2,3]triazol-6-yl)-2-methoxyphenyl)-3-phenylisoxazolidine-2-carboxamide